C1CC12CCN(CC2)C2=C(C(=O)NC1=CC=CC3=CC(=CC=C13)OC)C=CC(=C2)I 2-{6-azaspiro[2.5]octan-6-yl}-4-iodo-N-(6-methoxynaphthalen-1-yl)benzamide